C(C)(C)(C)C1=CC(=NO1)NC(=O)NC1=CC=C(C=C1)N1C=NC2=C1C=CC(=C2)OC(F)(F)F 1-(5-tert-butyl-isoxazol-3-yl)-3-[4-(5-trifluoromethoxy-benzoimidazol-1-yl)-phenyl]-urea